[Co+3].CC(CC(C)=O)=O.CC(CC(C)=O)=O.CC(CC(C)=O)=O tris(2,4-pentanedione) cobalt (III)